C(C)(C)(C)OC(=O)N1C(CCC1)C(=O)O pyrrolidine-1,2-dicarboxylic acid 1-tert-butyl ester